tert-butyl (2S)-2-amino-3,3-dimethylbutanoate hydrochloride Cl.N[C@H](C(=O)OC(C)(C)C)C(C)(C)C